BrCC1=CC(=C(C=C1)C(F)(F)F)Cl 4-(Bromomethyl)-2-chloro-1-(trifluoromethyl)benzene